FC1=CC2=C(NC(=N2)C(C#N)(C)C2CCC(CC2)C2=CC=NC3=CC=C(C=C23)F)C=C1F 2-(5,6-difluoro-1H-benzo[d]imidazol-2-yl)-2-((1s,4s)-4-(6-fluoroquinolin-4-yl)cyclohexyl)propanenitrile